[Pb](Br)Br.C(N)N Methanediamine lead (II) bromide